3-cyano-N-((1-((1r,4r)-4-(cyanomethyl)cyclohexyl)-1,6-dihydroimidazo[4,5-d]pyrrolo[2,3-b]pyridin-2-yl)methyl)propionamide C(#N)CCC(=O)NCC1=NC=2C(=C3C(=NC2)NC=C3)N1C1CCC(CC1)CC#N